N-((6-(2-Chloro-3-(3-chloro-2-(3-methoxy-4-(((tetrahydro-2H-thiopyran-4-yl)amino)methyl)phenyl)pyridin-4-yl)phenyl)-2-methoxypyridin-3-yl)methyl)tetrahydro-2H-thiopyran-4-amine ClC1=C(C=CC=C1C1=C(C(=NC=C1)C1=CC(=C(C=C1)CNC1CCSCC1)OC)Cl)C1=CC=C(C(=N1)OC)CNC1CCSCC1